ethyl-4-{2-[(5-fluoropyridin-2-yl)amino]-2-oxoethyl}-6-(oxan-4-yl)-5,8-dioxo-5,6,7,8-tetrahydro-4H-pyrazolo[1,5-a]pyrrolo[3,4-d]pyrimidine C(C)C1=NN2C(N(C3=C(C2=O)CN(C3=O)C3CCOCC3)CC(=O)NC3=NC=C(C=C3)F)=C1